3-(5-{[4-(Aminomethyl)phenyl]methoxy}-1-(furan-2-carbonyl)-4-methoxy-1H-pyrazol-3-yl)-1-(dimethylcarbamoyl)-4-methylpiperidin NCC1=CC=C(C=C1)COC1=C(C(=NN1C(=O)C=1OC=CC1)C1CN(CCC1C)C(N(C)C)=O)OC